C(C)(C)OC(=O)N(NC(=O)OC(C)C)C(C)(CCO)C 1-(4-hydroxy-2-methyl-2-butyl)hydrazine-1,2-dicarboxylic acid diisopropyl ester